OCCCCC/C=C/CCCCCCCCC(=O)OC methyl (E)-16-hydroxyhexadec-10-enoate